NCCC(C(=O)O)CCC(=O)O Aminoethylglutaric acid